N-ethyl-N-(3-propylsulfo)aniline sodium salt [Na].C(C)N(C1=CC=CC=C1)S(=O)(=O)OCCC